(R)-1-(5-((4-(cyclohexylmethyl)-3-(methoxymethyl)piperazin-1-yl)methyl)pyrazolo[1,5-a]pyridin-3-yl)dihydropyrimidine-2,4(1H,3H)-dione C1(CCCCC1)CN1[C@H](CN(CC1)CC1=CC=2N(C=C1)N=CC2N2C(NC(CC2)=O)=O)COC